(R)-3-(4-(2-hydroxypropan-2-yl)-1-(phenyl(tetrahydro-2H-pyran-4-yl)methyl)-1H-indol-2-yl)-1-methyl-1H-pyrrolo[2,3-c]pyridin-7-ol OC(C)(C)C1=C2C=C(N(C2=CC=C1)[C@H](C1CCOCC1)C1=CC=CC=C1)C1=CN(C2=C(N=CC=C21)O)C